5-(benzofuran-3-yl)isoindoline O1C=C(C2=C1C=CC=C2)C=2C=C1CNCC1=CC2